C(C)(C)(C)OC(=O)N1CC(CC1)OC1=C(C(=CC(=C1)[N+](=O)[O-])Cl)C 3-(3-chloro-2-methyl-5-nitrophenoxy)pyrrolidine-1-carboxylic acid tert-butyl ester